4-((3aS*,6aR*)-6,6-difluorohexahydropyrrolo[3,2-b]pyrrol-1(2H)-yl)-3-(RS)-hydroxy-2,2-dimethylbutanoic acid FC1(CN[C@@H]2[C@H]1N(CC2)C[C@@H](C(C(=O)O)(C)C)O)F |o1:4,5,&1:10|